C1(CC1)C=1N=NN(C1)[C@H](C(=O)N1[C@@H](C[C@H](C1)O)C(=O)NC1CN(C(C1)=O)C1C(C1)C)C(C)(C)C (2S,4R)-1-[(2S)-2-(4-cyclopropyltriazol-1-yl)-3,3-dimethyl-butanoyl]-4-hydroxy-N-[1-(2-methylcyclopropyl)-5-oxo-pyrrolidin-3-yl]pyrrolidine-2-carboxamide